CC=1N=CN(C1)C=1C=C(N)C=C(C1)C(F)(F)F 3-(4-methyl-1H-imidazole-1-yl)-5-trifluoromethylaniline